FC(S(=O)(=O)N[C@@H]1[C@@H](N(CC12CC2)C(=O)C2CC(C2)F)CC=2C(=C(C=CC2)C2=CC=CC=C2)F)F 1,1-difluoro-N-((6S,7S)-6-((2-fluoro-[1,1'-biphenyl]-3-yl)methyl)-5-((1r,3r)-3-fluoro-cyclobutane-1-carbonyl)-5-azaspiro[2.4]heptan-7-yl)methanesulfonamide